NC1=C(C=C(C=N1)C=1C=C2N(N1)CC[C@]21CN(CC1)C(C(C)(C)C1=NC=C(C=C1)F)=O)C(F)(F)F |r| (rac)-1-{2'-[6-amino-5-(trifluoromethyl)pyridin-3-yl]-5',6'-dihydrospiro[pyrrolidine-3,4'-pyrrolo[1,2-b]pyrazol]-1-yl}-2-(5-fluoropyridin-2-yl)-2-methylpropan-1-one